(1R,2R)-2-(2-fluorophenyl)-1-(2-methoxy-5-methylphenyl)-N-(2-methylquinoline-5-sulfonyl)cyclopropane-1-carboxamide FC1=C(C=CC=C1)[C@H]1[C@@](C1)(C(=O)NS(=O)(=O)C=1C=2C=CC(=NC2C=CC1)C)C1=C(C=CC(=C1)C)OC